C1(=CC=CC=2C3=CC=CC=C3CC12)COC(=O)N[C@@H]([C@@H](C)CC)C(=O)O N-fluorenylmethoxycarbonyl-L-Isoleucine